OC1=C(C=C(NC2=NC(=NC(=N2)SCCCCCCCC)SCCCCCCCC)C=C1C(C)(C)C)C(C)(C)C 6-(4-hydroxy-3,5-di-tert-butylanilino)-2,4-di-n-octylthio-1,3,5-triazine